COC1=CC=C(CN(S(=O)(=O)C2=NN(C=C2)C(C(=O)OC)(C)C)CC2=CC=C(C=C2)OC)C=C1 Methyl 2-(3-(N,N-bis(4-methoxybenzyl) sulfamoyl)-1H-pyrazol-1-yl)-2-methyl-propionate